3-[1-(4-nitrophenyl)-4-piperidyl]-3,9-diazaspiro[5.5]undecane [N+](=O)([O-])C1=CC=C(C=C1)N1CCC(CC1)N1CCC2(CC1)CCNCC2